2,3,6-trimethyl-1,4-phenylene ether CC1=C2C(=CC(=C1C)O2)C